[N-](S(=O)(=O)C(F)(F)F)S(=O)(=O)C(F)(F)F.[NH3+][C@@H](CCCCN)C(=O)O lysinium bis(trifluoromethylsulfonyl)imide